C(CCCCCCC)OC(CC)=O octyl-2-methylethanoate